4-methyl-N-(4-(pyrazin-1-yl)quinazolin-7-yl)benzamide CC1=CC=C(C(=O)NC2=CC=C3C(=NC=NC3=C2)N2CC=NC=C2)C=C1